CC1=C(C(=O)P([O-])(=O)C(C2=C(C=C(C=C2C)C)C)=O)C(=CC(=C1)C)C.[Na+] sodium bis(2,4,6-trimethylbenzoyl)phosphinic acid salt